5-(1,3-dimethyl-1H-pyrazol-5-yl)-8-(((5-fluoro-2,3-dihydrobenzofuran-4-yl)methyl)amino)pyrido[3,4-d]pyrimidin-4(3H)-one CN1N=C(C=C1C1=CN=C(C=2N=CNC(C21)=O)NCC2=C(C=CC1=C2CCO1)F)C